FC=1C=CC(=NC1)C=1C=CC2=C(C3=C(C(N(C2)C)=O)N=C(C=C3)C)C1 10-(5-Fluoro-pyridin-2-yl)-3,6-dimethyl-6,7-dihydro-4,6-diaza-dibenzo[a,c]cyclohepten-5-one